[1,3,2]-dioxaphosphepine O1POC=CC=C1